2-butyl-5,6,7,8-tetrahydro-10H-oxazolo[5,4-d]pyrido[1,2-a]pyrimidin-10-one C(CCC)C=1OC=2N=C3N(C(C2N1)=O)CCCC3